OCCCOC(C1=CC=C(C=C1)OC)=O anisoic acid 3-hydroxypropyl ester